(S)-tert-Butyl (2-fluoro-4-((2-methoxy-3,5-dimethylpyridin-4-yl)carbamoyl)-5-((1,1,1-trifluoropropan-2-yl)oxy)phenyl)carbamate FC1=C(C=C(C(=C1)C(NC1=C(C(=NC=C1C)OC)C)=O)O[C@H](C(F)(F)F)C)NC(OC(C)(C)C)=O